N-[4-chloro-6-(morpholin-4-yl)pyridin-2-yl]cyclopropanesulfonamide (R)-1-(pyridin-4-yl)ethyl-4-(6-(1-methyl-1H-pyrazol-4-yl)pyrazolo[1,5-a]pyridin-3-yl)piperazine-1-carboxylate N1=CC=C(C=C1)[C@@H](C)OC(=O)N1CCN(CC1)C=1C=NN2C1C=CC(=C2)C=2C=NN(C2)C.ClC2=CC(=NC(=C2)N2CCOCC2)NS(=O)(=O)C2CC2